OC[C@H](C1=CC=CC=C1)NC1=NC(=NC=C1C1=NC(=NO1)C(C)(C)O)NC1=CC=C2C(=N1)C(OB2O)(C)C (S)-5-((4-((2-hydroxy-1-phenylethyl)amino)-5-(3-(2-hydroxypropan-2-yl)-1,2,4-oxadiazol-5-yl)pyrimidin-2-yl)amino)-3,3-dimethyl-[1,2]oxaborolo[4,3-b]pyridin-1(3H)-ol